3-(((6-cyanopyrimidin-4-yl)oxy)methyl)-N-(3,5-difluorobenzyl)bicyclo-[1.1.1]pentane-1-carboxamide C(#N)C1=CC(=NC=N1)OCC12CC(C1)(C2)C(=O)NCC2=CC(=CC(=C2)F)F